C1(=C(C(=CC=C1)C)C)I xylyl-iodine